C(CCC)OC1=CC=C(C=C1)S(=O)(=O)C=1C=NC2=CC=C(C=C2C1N1CCC(CC1)N1CCC(CC1)O)S(=O)(=O)C 1'-(3-((4-butoxyphenyl)sulfonyl)-6-(methylsulfonyl)quinolin-4-yl)-[1,4'-bipiperidin]-4-ol